ClS(C1=NC=CC=N1)(F)(F)(F)F 2-(chlorotetrafluoro-λ6-sulfanyl)pyrimidine